BrC1=CC(=C2C(=C(N(C2=C1)C(C)C)C)C#N)F 6-bromo-4-fluoro-1-isopropyl-2-methyl-1H-indole-3-carbonitrile